CN1N=CC(=C1)C1=CC=C(S1)CCNC(C1=C(C=CC=C1)C(F)(F)F)=O N-(2-(5-(1-methyl-1H-pyrazol-4-yl)thiophen-2-yl)ethyl)-2-(trifluoromethyl)benzamide